C(C=C)(=O)O.C(C=C)(=O)O.C(C=C)(=O)O.C(CCO)O trimethylene glycol triacrylate